C(C)NC1=C(C=NC2=CC=C(C=C12)C=1C=NNC1)C(=O)NC[C@H](C(C)(C)O)F (R)-4-(ethylamino)-N-(2-fluoro-3-hydroxy-3-methylbutyl)-6-(1H-pyrazol-4-yl)quinoline-3-carboxamide